(12R)-12-methyl-9,13-dioxa-4,5,18,19,22-pentaazatetracyclo[12.5.2.12,5.017,20]docosa-1(19),2(22),3,14(21),15,17(20)-hexaene C[C@@H]1CCOCCCN2N=CC(C3=NNC=4C=CC(O1)=CC34)=N2